OC1=C(C(=C(C(=C1Cl)Cl)C(C)(C)C1=C(C(=C(C(=C1Cl)Cl)O)Cl)Cl)Cl)Cl 2,2-bis(4-hydroxy-2,3,5,6-tetrachlorophenyl)propane